C1(=CC=CC2=CC=CC=C12)COC(=O)C1(CCC(CC1)O)C.NC(C(=O)N)CC1CCC=2C=CC=NC2C1 2-amino-3-(5,6,7,8-tetrahydroquinolin-7-yl)propanamide Naphthalene-1-ylmethyl-(1r,4r)-4-hydroxy-1-methylcyclohexane-1-carboxylate